ClCC(=O)O[C@](C(=O)NC1=CC(=C(C=C1)C#N)C(F)(F)F)(CN1N=CC(=C1)N)C (S)-3-(4-Amino-1H-pyrazol-1-yl)-1-((4-cyano-3-(trifluoromethyl)phenyl)amino)-2-methyl-1-oxopropan-2-yl 2-chloroacetate